N1(N=CC=C1)CC=1C=CC(=NC1C(F)(F)F)C(=O)OC1=C(C(=C(C(=C1F)F)F)F)F Perfluorophenyl 5-((1H-pyrazol-1-yl) methyl)-6-(trifluoromethyl)picolinate